C(CCC)C=1N(C(C(=C(N1)C)CC(=O)OCC)=O)CC1=CC(=C(C=C1)C1=C(C=CC=C1)S(N(COC)C1=NOC(=C1C)C)(=O)=O)COCC ethyl 2-(2-butyl-1-((2'-(N-(4,5-dimethylisoxazol-3-yl)-N-(methoxymethyl)sulfamoyl)-2-(ethoxymethyl)-[1,1'-biphenyl]-4-yl)methyl)-4-methyl-6-oxo-1,6-dihydropyrimidin-5-yl)acetate